(R)-[3,5-difluoro-4-(propan-2-yl)(phenyl)(phenyl)methyl]-4-fluoro-1-[2-(1,3-oxazol-2-yl)acetyl]pyrrolidine-2-carboxamide FC=1C=C(C=C(C1C(C)C)F)C(C1=CC=CC=C1)[C@@]1(N(CC(C1)F)C(CC=1OC=CN1)=O)C(=O)N